N-(5-((6-((R)-3-(4-fluorophenyl)isoxazolidine-2-yl)pyrimidine-4-yl)amino)-2-(4-(dimethylamino)-[1,4'-bipiperidine]-1'-yl)-4-methoxyphenyl)acrylamide FC1=CC=C(C=C1)[C@@H]1N(OCC1)C1=CC(=NC=N1)NC=1C(=CC(=C(C1)NC(C=C)=O)N1CCC(CC1)N1CCC(CC1)N(C)C)OC